1-(3-chloro-2-fluorobenzyl)-4-((3-fluoro-6-(thiazol-2-ylamino)pyridin-2-yl)methyl)-2,2-dimethylpiperidine-4-carboxylic acid ClC=1C(=C(CN2C(CC(CC2)(C(=O)O)CC2=NC(=CC=C2F)NC=2SC=CN2)(C)C)C=CC1)F